Tetramethyl-ammonium hypochlorite Cl[O-].C[N+](C)(C)C